[O].[N].[N].O1C=CC=C1 furan dinitrogen oxygen